N1C=C(C2=CC=CC=C12)CC(CCCC)NC(=O)C1=CC2=C(S1)C=CC(=C2)N2CCN(CC2)C N-(1-(1H-indol-3-yl)hexane-2-yl)-5-(4-methylpiperazin-1-yl)benzo[b]thiophene-2-carboxamide